O=C[C@H](O)[C@@H](O)[C@H](O)[C@H](O)C(=O)OCCCN Aminopropyl Glucuronate